OCCN(CCC(=O)[O-])CC(CCCC)CC.[Na+] monosodium N-(2-hydroxyethyl)-N-(2-ethylhexyl)-β-alanine salt